2-Furan-2-yl-3-methylundec-4-yn-2-ol O1C(=CC=C1)C(C)(C(C#CCCCCCC)C)O